(R)-5-fluoro-N-(4-fluoro-3-(3-imino-2,5-dimethyl-1,1-dioxo-1,2,4-thiadiazin-5-yl)phenyl)benzo[d]oxazole-2-carboxamide FC=1C=CC2=C(N=C(O2)C(=O)NC2=CC(=C(C=C2)F)[C@]2(NC(N(S(C2)(=O)=O)C)=N)C)C1